FC1(C[C@H]([C@H](N(C1)C(=O)OCC1=CC=CC=C1)CNC1=NC=C(C(=N1)OC)C(F)(F)F)C)F (2S,3R)-benzyl 5,5-difluoro-2-(((4-methoxy-5-(trifluoromethyl)pyrimidin-2-yl)amino)methyl)-3-methylpiperidine-1-carboxylate